NC=1C(=C(C=C2C=C(N=CC12)NC1=NN2C(CN(S(C2)(=O)=O)C)=C1)C=1C=NC=C(C1C)N)F 2-((8-amino-6-(5-amino-4-methylpyridin-3-yl)-7-fluoroisoquinolin-3-yl)amino)-5-methyl-4,5-dihydro-7H-pyrazolo[5,1-d][1,2,5]thiadiazine 6,6-dioxide